Cl.Cl.O1C2([C@@H](C3=NC=CC=C31)CN)CC2 |o1:4| rel-1-[(3'R)-3'H-spiro[cyclopropane-1,2'-furo[3,2-b]pyridin]-3'-yl]methanamine dihydrochloride